COC1=CC=C(C=O)C=C1 4-Methoxybenzoaldehyde